C(C)(C)N1N=CC(=C1)S(=O)(=O)NC(OC)=O methyl ((1-isopropyl-1H-pyrazol-4-yl)sulfonyl)carbamate